1-benzyl-2-(2-chloro-4-(2-(piperazin-1-yl)ethoxy)phenyl)-5-isopropoxy-1H-imidazo[4,5-b]pyridine C(C1=CC=CC=C1)N1C(=NC2=NC(=CC=C21)OC(C)C)C2=C(C=C(C=C2)OCCN2CCNCC2)Cl